ClC1=C(C=CC=C1)C(C(C)C=1N(C(C(=C(N1)C(=O)NC=1C=NOC1)OC)=O)C)C1=CC=CC=C1 2-[1-(2-chlorophenyl)-1-phenylpropan-2-yl]-5-methoxy-1-methyl-N-(1,2-oxazol-4-yl)-6-oxopyrimidine-4-carboxamide